5-iodo-2-methyl-2H-tetrazole IC=1N=NN(N1)C